6-dihydroxyboryl-hexanoic acid OB(CCCCCC(=O)O)O